OC[C@H]1C[C@H](CN(C1)C(C1=CC=CC=C1)(C1=CC=CC=C1)C1=CC=CC=C1)N1C(NC(C(=C1)I)=O)=O 1-((3R,5S)-5-(hydroxymethyl)-1-tritylpiperidin-3-yl)-5-iodopyrimidine-2,4(1H,3H)-dione